C1(CCCC1)C1=C(C(=O)O)C(=CC=C1)COC[C@@H]1CN(CC12CN(C2)C(C(C(F)(F)F)(C)C)=O)C(=O)C=2C=NN(C2)CC2=CC=C(C=C2)F (S)-2-cyclopentyl-6-(((6-(1-(4-fluorobenzyl)-1H-pyrazole-4-carbonyl)-2-(3,3,3-trifluoro-2,2-dimethylpropanoyl)-2,6-diazaspiro[3.4]octan-8-yl)methoxy)methyl)benzoic acid